C(/C1=CC=CC=C1)=N\N1C(NCC1)=O (E)-3-(benzylideneamino)-2-oxoimidazolidine